CC1(NC(CC(C1)OCCCCCCOC1OCCCC1)(C)C)C 2,2,6,6-tetramethyl-4-((6-((tetrahydro-2H-pyran-2-yl)oxy)hexyl)oxy)piperidin